5-Bromo-4'-cyclopropyl-[1,1'-biphenyl]-2-carboxylic acid BrC1=CC=C(C(=C1)C1=CC=C(C=C1)C1CC1)C(=O)O